2-Fluoro-5-methyl-3-(5-(4-(methylsulfonyl)piperazin-1-yl)-1H-indazol-1-yl)phenol FC1=C(C=C(C=C1N1N=CC2=CC(=CC=C12)N1CCN(CC1)S(=O)(=O)C)C)O